tert-butyl 4-(4-carbamothioylphenyl)piperazine-1-carboxylate C(N)(=S)C1=CC=C(C=C1)N1CCN(CC1)C(=O)OC(C)(C)C